FC1(OC2=C(O1)C=CC(=C2)C(=O)O)F 2,2-difluorobenzo[d][1,3]dioxole-5-carboxylic acid